Ethyl 2-{[3-fluoro-4-(1-hydroxy-2-methylpropan-2-yl)phenyl]amino}-4-{[(1S)-2-hydroxy-1-phenylethyl]amino}pyrimidine-5-carboxylate FC=1C=C(C=CC1C(CO)(C)C)NC1=NC=C(C(=N1)N[C@H](CO)C1=CC=CC=C1)C(=O)OCC